C[C@]1(C(NC(CC1)=O)=O)C1=CC=C(C=C1)N1[C@H](CNCC1)C (R)-3-methyl-3-(4-((S)-2-methylpiperazin-1-yl)phenyl)piperidine-2,6-dione